3-(5-((2-(isobutylamino)cyclohexyl)amino)-1-oxoisoindolin-2-yl)piperidine-2,6-dione C(C(C)C)NC1C(CCCC1)NC=1C=C2CN(C(C2=CC1)=O)C1C(NC(CC1)=O)=O